Cl.Cl.N1=CC(=CC=C1)N1C(CNCC1)=O (pyridin-3-yl)piperazin-2-one bis-hydrochloride